4-methylbenzenesulphonic acid CC1=CC=C(C=C1)S(=O)(=O)O